C(C1=CC=CC=C1)(C1=CC=CC=C1)N(C=1N(C(C(=C(N1)C(=O)NC1=CN=CS1)O)=O)C)C 2-(benzhydryl(methyl)amino)-5-hydroxy-1-methyl-6-oxo-N-(thiazol-5-yl)-1,6-dihydropyrimidine-4-carboxamide